1-(3-(4-amino-7-methyl-5-(4-(pyrimidin-2-yloxy)phenyl)-7H-pyrrolo[2,3-d]pyrimidin-6-yl)-2,5-dihydro-1H-pyrrol-1-yl)prop-2-en-1-one NC=1C2=C(N=CN1)N(C(=C2C2=CC=C(C=C2)OC2=NC=CC=N2)C=2CN(CC2)C(C=C)=O)C